5-bromo-phenanthroline-3-amine BrC1=C2C=C(C=NC2=C2N=CC=CC2=C1)N